2-(4-(3-cyano-9-ethyl-6,6-dimethyl-11-oxo-6,11-dihydro-5H-benzo[b]carbazol-8-yl)-1H-pyrazol-1-yl)-N-methylacetamide C(#N)C1=CC=C2C=3C(C4=C(C(C3NC2=C1)(C)C)C=C(C(=C4)CC)C=4C=NN(C4)CC(=O)NC)=O